NC1CCC(CC1)CN1CCN(CCC1)C1=CC=C(C=C1)NC1C(NC(CC1)=O)=O 3-((4-(4-(((1r,4r)-4-aminocyclohexyl)methyl)-1,4-diazepan-1-yl)phenyl)amino)piperidine-2,6-dione